2-Amino-9-(4-Nitrobenzyl)-9H-Purin NC1=NC=C2N=CN(C2=N1)CC1=CC=C(C=C1)[N+](=O)[O-]